CN1CC2(C1)CC(C2)N2N=CC(=C2)[N+](=O)[O-] 2-methyl-6-(4-nitropyrazol-1-yl)-2-azaspiro[3.3]heptane